N-(5-(1-(2,5-difluorophenyl)-2-fluoroethyl)-1H-indazol-3-yl)-4-(4-(tetrahydro-2H-pyran-4-yl)piperazin-1-yl)-2-((tetrahydro-2H-pyran-4-yl)amino)benzamide FC1=C(C=C(C=C1)F)C(CF)C=1C=C2C(=NNC2=CC1)NC(C1=C(C=C(C=C1)N1CCN(CC1)C1CCOCC1)NC1CCOCC1)=O